N-((1S,2R)-2-((4-bromo-2-(morpholine-4-carbonyl)-6-nitrophenyl)amino)cyclohexyl)-2-oxo-1,2-dihydroquinoline-4-carboxamide BrC1=CC(=C(C(=C1)[N+](=O)[O-])N[C@H]1[C@H](CCCC1)NC(=O)C1=CC(NC2=CC=CC=C12)=O)C(=O)N1CCOCC1